Ethyl 6-cyano-6-cyclopentyl-2-acetamido-7-oxo-4,5,6,7-tetrahydro-1-benzothiophene-3-carboxylate C(#N)C1(C(C2=C(C(=C(S2)NC(C)=O)C(=O)OCC)CC1)=O)C1CCCC1